N-{4-[(3-chloro-2-methylphenyl)carbamoyl]-6-({[2-(trifluoromethyl)phenyl]carbonyl}amino)-1H-benzimidazol-2-yl}glycine ClC=1C(=C(C=CC1)NC(=O)C1=CC(=CC=2NC(=NC21)NCC(=O)O)NC(=O)C2=C(C=CC=C2)C(F)(F)F)C